iron-cerium-manganese [Mn].[Ce].[Fe]